N-{4-(4-chlorophenoxy)pyridin-2-yl}acrylamide ClC1=CC=C(OC2=CC(=NC=C2)NC(C=C)=O)C=C1